COC1=C(C=C(C=C1)OC)C(=O)N1CCCCC1 1-[(2,5-dimethoxyphenyl)carbonyl]piperidin